CN1CCNC2=CC=C(C=C12)S(=O)(=O)N 4-methyl-1,2,3,4-tetrahydroquinoxaline-6-sulfonamide